FC=1C=C(C=CC1)N1N=C(C(=C1)C=1C(=C(C(=NC1)C(=O)NCC(=O)OCC)OCOC)C)C ethyl (5-(1-(3-fluorophenyl)-3-methyl-1H-pyrazol-4-yl)-3-(methoxymethoxy)-4-methylpicolinoyl)glycinate